(R)-2-amino-3-methyl-1-butanol N[C@@H](CO)C(C)C